C(=O)C1CCC2C1C(OC=C2C(=O)OC)OC methyl 7-formyl-1-methoxy-1,4a,5,6,7,7a-hexahydrocyclopenta[c]pyran-4-carboxylate